barium diacetate C(C)(=O)[O-].C(C)(=O)[O-].[Ba+2]